(6,7-dichloro-1-methyl-3,4-dihydropyrimido[1,6-a]indol-2(1H)-yl)(5-methoxypyrimidin-2-yl)methanone ClC1=C2C=C3N(C2=CC=C1Cl)C(N(CC3)C(=O)C3=NC=C(C=N3)OC)C